2-(4-methylthiophene-3-yl)acetonitrile CC=1C(=CSC1)CC#N